1-(5-Cyclopentylpyrazolo[1,5-a]pyrimidin-7-yl)pyrrolidin-3-ol C1(CCCC1)C1=NC=2N(C(=C1)N1CC(CC1)O)N=CC2